4-((2-(3-(dimethylamino)phenoxy)ethoxy)methyl)-N-(3-methoxybenzyl)-N-(quinolin-6-ylmethyl)thiazol-2-amine CN(C=1C=C(OCCOCC=2N=C(SC2)N(CC=2C=C3C=CC=NC3=CC2)CC2=CC(=CC=C2)OC)C=CC1)C